methyl 2-(5-fluoro-2-(methoxymethoxy)phenyl)-2-(6-iodo-4-oxo-2H-benzo[e][1,3]oxazin-3(4H)-yl)acetate FC=1C=CC(=C(C1)C(C(=O)OC)N1COC2=C(C1=O)C=C(C=C2)I)OCOC